ClC=1C=C2C(=C3C4(NC(NC13)=O)CCCCC4)OC(=C2)C(=O)NC(COC)(C)C 5'-chloro-N-(1-methoxy-2-methylpropan-2-yl)-7'-oxo-7',8'-dihydro-6'H-spiro[cyclohexane-1,9'-furo[2,3-f]quinazoline]-2'-carboxamide